CC1=CC=C(C=C1)[N-]C(C(C)(C)C)=O N-(4-methylphenyl)pivaloyl-amide